propyl-tetrahydropyrantriol C(CC)C1(OCCC(C1O)O)O